Ethyl 2-bromoisobutyrate BrC(C(=O)OCC)(C)C